4-[6-(2-methyltriazol-4-yl)-2-pyridinyl]thiazol-2-amine CN1N=CC(=N1)C1=CC=CC(=N1)C=1N=C(SC1)N